2-(4-bromophenyl)-4-(naphthalene-2-yl)-6-phenyl-1,3,5-triazine BrC1=CC=C(C=C1)C1=NC(=NC(=N1)C1=CC2=CC=CC=C2C=C1)C1=CC=CC=C1